C(C)(C)(C)OC(=O)N1CCC(CC1)C1=CC2=C(N(C(N2CC)=O)C2C(NC(CC2)=O)=O)C=C1.BrC=1C=C2C(=CN(C2=CC1)C)SC 5-bromo-1-methyl-3-(methylsulfanyl)indole tert-butyl-4-(1-(2,6-dioxopiperidin-3-yl)-3-ethyl-2-oxo-2,3-dihydro-1H-benzo[d]imidazol-5-yl)piperidine-1-carboxylate